(3R)-3-amino-7-[5-[1-(chloromethyl)-2-hydroxy-1-methyl-ethyl]-1,3,4-oxadiazol-2-yl]-5-[(4-chlorophenyl)methyl]-8-fluoro-1,1-dioxo-2,3-dihydro-1λ6,5-benzothiazepin-4-one N[C@H]1CS(C2=C(N(C1=O)CC1=CC=C(C=C1)Cl)C=C(C(=C2)F)C=2OC(=NN2)C(CO)(C)CCl)(=O)=O